C(CCCCCCCCCCCC=CCCCCCCCC)NC(CCCCCCCCCCCC=CCCCCCCCC)=O N-docos-13-enyldocos-13-enamide